isopropyl 2-chloro-4-(3,3-dimethylindolin-1-yl)pyrimidine-5-carboxylate ClC1=NC=C(C(=N1)N1CC(C2=CC=CC=C12)(C)C)C(=O)OC(C)C